C(=O)[O-].C(=O)(O)C[N+](C)(C)CCCCCNC(C1=C(C=C(C=C1)NC=1C=2N(C=CN1)C(=CN2)C=2C(=NN(C2)CC(F)F)C(F)(F)F)CC)=O Carboxymethyl-[5-[[4-[[3-[1-(2,2-difluoroethyl)-3-(trifluoromethyl)pyrazol-4-yl]imidazo[1,2-a]pyrazin-8-yl]amino]-2-ethyl-benzoyl]amino]pentyl]-dimethyl-ammonium formate